sodium potassium salt [K].[Na]